tert-butyl(1-(1-(2-(4-(2,3-dimethylphenyl)piperazin-1-yl)-2-oxoethyl)-4,5,6,7-tetrahydro-1H-indazole-3-carbonyl)piperidin-4-yl)carbamate C(C)(C)(C)OC(NC1CCN(CC1)C(=O)C1=NN(C=2CCCCC12)CC(=O)N1CCN(CC1)C1=C(C(=CC=C1)C)C)=O